FC1=C(C=CC=C1)N1N=C(C=CC1=O)C(=O)N[C@H](C)C=1SC(=CC1)C=1C=C2CCC2=CC1CNC 1-(2-fluorophenyl)-N-[(1R)-1-[5-[4-(methylaminomethyl)-3-bicyclo[4.2.0]oct-1,3,5-trienyl]-2-thienyl]ethyl]-6-oxo-pyridazine-3-carboxamide